1-((1S,2'S,6'S)-6-chloro-2'-methyl-6'-(1-methyl-1H-1,2,3-triazol-4-yl)spiro[isochromane-1,4'-piperidin]-1'-yl)-2,2,2-trifluoroethan-1-one ClC=1C=C2CCO[C@]3(C[C@@H](N([C@@H](C3)C=3N=NN(C3)C)C(C(F)(F)F)=O)C)C2=CC1